C(C)C1=CC(=C(C=C1OC(C)C)N1CCN(CC1)CC=1SC2=C(N1)C=CC=C2)C=2N=NNN2 2-[[4-[4-ethyl-5-isopropoxy-2-(2H-tetrazol-5-yl)phenyl]piperazin-1-yl]methyl]-1,3-benzothiazole